[I-].C(CCCCC)OC=1C(=NSN1)C1=CCC[N+](C1)(C(OC(=O)OCCCCCCCCCCCCC)C1=CC=CC=C1)C 5-(4-(hexyloxy)-1,2,5-thiadiazol-3-yl)-1-methyl-1-(phenyl(((tridecyloxy)carbonyl)oxy)methyl)-1,2,3,6-tetrahydropyridin-1-ium iodide